4,4,5,5-tetramethyl-2-(naphtho[2,1-b]furan-9-yl)-1,3,2-dioxaborolane CC1(OB(OC1(C)C)C=1C=CC=C2C=CC=3OC=CC3C12)C